(E)-3,7-Dimethyl-2,6-octadienyl octanoate C(CCCCCCC)(=O)OC\C=C(\CCC=C(C)C)/C